tert-butyl 3-((6-(3-((2-((1S)-1-((tetrahydro 2H-pyran-2-yl)oxy)ethyl)-1H-imidazol-1-yl)methyl)isoxazol-5-yl)pyridin-3-yl)butane-1,3-diyn-1-yl)azetidine-1-carboxylate O1C(CCCC1)O[C@@H](C)C=1N(C=CN1)CC1=NOC(=C1)C1=CC=C(C=N1)C#CC#CC1CN(C1)C(=O)OC(C)(C)C